(S)-4-(2-chloro-4-(3-phenylmorpholinyl)quinazolin-6-yl)-6-methyl-1-tosyl-1,6-dihydro-7H-pyrrolo[2,3-c]pyridin-7-one ClC1=NC2=CC=C(C=C2C(=N1)N1[C@H](COCC1)C1=CC=CC=C1)C=1C2=C(C(N(C1)C)=O)N(C=C2)S(=O)(=O)C2=CC=C(C)C=C2